C1CCCC2=C3C(=C4C=CC5=C(C=CS5)C4=C21)C=CC=C3 tetrahydrodibenzonaphthothiophene